C(C)OC(=O)[C@@H]1OCC[C@H](C1)OC1=CC=C(C=C1)C1=C(C(=NO1)C)COC(N(C)C1CCCC1)=O |r| (±)-trans-Ethyl-4-(4-(4-(((cyclopentyl(methyl)carbamoyl)oxy)methyl)-3-methyl-isoxazol-5-yl)phenoxy)tetrahydro-2H-pyran-2-carboxylate